C(C1=CC=CC=C1)OC(=O)N[C@H]1[C@@H](CN(CC1)C(=O)OC(C)(C)C)F tert-butyl (3R,4R)-4-(((benzyloxy)carbonyl)amino)-3-fluoropiperidine-1-carboxylate